5-(2-(2,4-Difluoro-5-methylphenyl)-5,6-dihydro-4H-pyrrolo[1,2-b]pyrazol-3-yl)-1H-indazole FC1=C(C=C(C(=C1)F)C)C=1C(=C2N(N1)CCC2)C=2C=C1C=NNC1=CC2